C(C)(C)(C)OC(=O)N(CCC1=CN(C2=CC=CC=C12)C(=O)OC(C)(C)C)C1=CC(=NC=2N1N=CC2C(C)C)Cl Tert-butyl 3-[2-[tert-butoxycarbonyl-(5-chloro-3-isopropyl-pyrazolo[1,5-a]pyrimidin-7-yl)amino]ethyl]indole-1-carboxylate